BrC=1N=C2C(=NC1)N(CC2(C)C)C2=CC(=C(C=C2)Cl)Cl 2-Bromo-5-(3,4-dichlorophenyl)-7,7-dimethyl-6,7-dihydro-5H-pyrrolo[2,3-b]pyrazine